FC1(CCN(CC1)C1=NC(=CC(=N1)NC(=O)C1=C(C=C(C=2CCOC21)NS(=O)(=O)CCO)N2CCC1(CC1)CC2)C)F N-(2-(4,4-difluoropiperidin-1-yl)-6-methylpyrimidin-4-yl)-4-(2-hydroxyethylsulfonylamino)-6-(6-Azaspiro[2.5]octane-6-yl)-2,3-dihydrobenzofuran-7-carboxamide